ClC1=NC=C(C(=N1)Cl)[N+](=O)[O-] 2,4-DICHLORO-5-NITROPYRIMIDINE